propylpiperidine bistrifluoromethanesulfonimide salt [N-](S(=O)(=O)C(F)(F)F)S(=O)(=O)C(F)(F)F.C(CC)N1CCCCC1